FC1=CC=C(C(=C1[C@H]([C@@H](C=1OC(NN1)=O)NS(=O)(=O)N1CC2CCCC(C1)C2)C)C)C N-((1S,2R)-2-(6-fluoro-2,3-dimethylphenyl)-1-(5-oxo-4,5-dihydro-1,3,4-oxadiazol-2-yl)propyl)-3-azabicyclo-[3.3.1]nonane-3-sulfonamide